C(C)(C)(C)N1C=C(C=2C1=NC(=CC2)C(=O)N2[C@@H]1CN([C@H](C2)C1)C1=NC(=C(C(=O)O)C(=C1)C)C)C1=CC(=C(C=C1)Cl)F 6-((1S,4S)-5-(1-(tert-butyl)-3-(4-chloro-3-fluorophenyl)-1H-pyrrolo[2,3-b]pyridine-6-carbonyl)-2,5-diazabicyclo[2.2.1]heptan-2-yl)-2,4-dimethylnicotinic acid